3-(5-(5-chloro-4-((2-phenylazetidin-1-yl)methyl)pyridin-2-yl)-1-oxoisoindolin-2-yl)piperidine-2,6-dione ClC=1C(=CC(=NC1)C=1C=C2CN(C(C2=CC1)=O)C1C(NC(CC1)=O)=O)CN1C(CC1)C1=CC=CC=C1